FC1(CCC(CC1)[C@@H](C(=O)NC=1C=C2CC(CC2=CC1)(C(=O)OC(CC)CC)N1CC2(CC2)CNC1=O)NC(=O)C1=NON=C1C)F pentan-3-yl 5-((S)-2-(4,4-difluorocyclohexyl)-2-(4-methyl-1,2,5-oxadiazole-3-carboxamido) acetamido)-2-(6-oxo-5,7-diazaspiro[2.5]octan-5-yl)-2,3-dihydro-1H-indene-2-carboxylate